4-(3-cyano-4-ethoxy-phenyl)-1H-imidazole-2-carboxylic acid ethyl ester C(C)OC(=O)C=1NC=C(N1)C1=CC(=C(C=C1)OCC)C#N